F[C@H]1[C@@H]2CC[C@H](C[C@H]1OC1=CC=C(N=N1)C1=C(C=C(C=C1)N1C=NC=C1)O)N2C 2-(6-(((1S,2S,3R,5R)-2-fluoro-8-methyl-8-azabicyclo[3.2.1]octan-3-yl)oxy)pyridazin-3-yl)-5-(1H-imidazol-1-yl)phenol